BrC1=CC=C(C=2SC(=C(C21)COC2=C(C=C(C=C2F)C(N)=O)F)C(=O)OCOC(C(C)(C)C)=O)F (Pivaloyloxy)methyl 4-bromo-3-((4-carbamoyl-2,6-difluorophenoxy)methyl)-7-fluorobenzo[b]thiophene-2-carboxylate